(6-bromo-2-chloroquinazolin-4-yl)-2-fluorobenzonitrile BrC=1C=C2C(=NC(=NC2=CC1)Cl)C=1C(=C(C#N)C=CC1)F